N(=[N+]=[N-])[C@](C)(CC)C1=CN=C(C2=CN=C(C=C12)Cl)O[C@@H]1C[C@H](C1)CS(=O)(=O)C 4-((R)-2-azidobutan-2-yl)-6-chloro-1-(trans-3-((methylsulfonyl)methyl)cyclobutoxy)-2,7-naphthyridine